C(C1=CC=CC=C1)N1[C@H]2CC(C[C@@H]1CC2)NC(=O)C2=CC=C1C=CN(C1=C2)C2=CC=C(C=C2)F N-((1r,3s,5s)-8-benzyl-8-azabicyclo[3.2.1]oct-3-yl)-1-(4-fluorophenyl)-1H-indole-6-carboxamide